Diethylene glycol mono-propyl ether C(CC)OCCOCCO